3-(5-Fluoro-1-methyl-6-(piperazin-1-yl)-1H-indazol-3-yl)piperazine-2,6-dione FC=1C=C2C(=NN(C2=CC1N1CCNCC1)C)C1C(NC(CN1)=O)=O